C(C=C)(=O)N1[C@@H](COC[C@H]1C(F)F)C1=CC(=NC(=C1)Cl)C=1C=CC(=C(C(=O)N)C1)F 5-(4-((3R,5S)-4-acryloyl-5-(difluoromethyl)morpholin-3-yl)-6-chloropyridin-2-yl)-2-fluorobenzamide